CN(C)CCCCCCCCCCCCCC1=CC=CC=C1 N,N-dimethylbenzyldodecylamine